N1-((S)-3-cyclopropyl-1-oxo-1-(((S)-3-oxo-1-((S)-2-oxopyrrolidin-3-yl)-4-(trifluoromethoxy)butan-2-yl)amino)propan-2-yl)-N2-(1-(trifluoromethyl)-cyclopropyl)-oxalamide C1(CC1)C[C@@H](C(N[C@@H](C[C@H]1C(NCC1)=O)C(COC(F)(F)F)=O)=O)NC(C(=O)NC1(CC1)C(F)(F)F)=O